7-methyl-12-(trifluoromethyl)-2,3,5,8,13-pentazatricyclo[8.4.0.02,6]tetradeca-1(10),3,5,8,11,13-hexaene-4-carboxylate CC1C2=NC(=NN2C=2C=NC(=CC2C=N1)C(F)(F)F)C(=O)[O-]